3α-tetrahydropyranyloxy-6-ethylidene-7-keto-5β-cholanic acid O1C(CCCC1)O[C@H]1C[C@H]2C(C([C@H]3[C@@H]4CC[C@H]([C@@H](CCC(=O)O)C)[C@]4(CC[C@@H]3[C@]2(CC1)C)C)=O)=CC